C(C)(C)(C)OC(=O)N1C(=CC2(COC2)CC1)OS(=O)(=O)C(F)(F)F 6-(((trifluoromethyl)sulfonyl)oxy)-2-oxa-7-azaspiro[3.5]non-5-ene-7-carboxylic acid tert-butyl ester